1-([1,4'-bipiperidin]-4-yl)-3-(4-(4-fluorophenoxy)phenyl)-1H-pyrazolo[3,4-d]pyrimidin-4-amine N1(CCC(CC1)N1N=C(C=2C1=NC=NC2N)C2=CC=C(C=C2)OC2=CC=C(C=C2)F)C2CCNCC2